N-(4-(3-phenylisoxazolidin-2-yl)-5-(trifluoromethyl)pyrimidin-2-yl)-1,2,3,4-tetrahydroisoquinolin-7-amine C1(=CC=CC=C1)C1N(OCC1)C1=NC(=NC=C1C(F)(F)F)NC1=CC=C2CCNCC2=C1